CC1(OB(OC1(C)C)C1=CC=C(C=C1)CCN1CCC(CC1)C(C)O)C 1-[1-[2-[4-(4,4,5,5-tetramethyl-1,3,2-dioxaborolan-2-yl)phenyl]ethyl]-4-piperidyl]ethanol